6,6'-dimethoxybiphenyl COC1=CC=CC=C1C1=CC=CC=C1OC